FC1=C(C=CC(=C1)OC)C=1CCOC2=C(C1C1=CC=C(C=C1)O[C@@H]1CN(CC1)CCCF)C=CC(=C2)O 4-(2-fluoro-4-methoxy-phenyl)-5-[4-[(3S)-1-(3-fluoropropyl)pyrrolidin-3-yl]oxyphenyl]-2,3-dihydro-1-benzoxepin-8-ol